FC1=CC2=C(C=CS2)C(=C1)N1CCN(CC1)CCC1=CC=C2C=CCN(C2=C1)COC(C)C 7-(2-(4-(6-fluorobenzothiophen-4-yl)piperazin-1-yl)ethyl)-1-(isopropoxymethyl)quinoline